nitroaniline maleate C(\C=C/C(=O)O)(=O)O.[N+](=O)([O-])NC1=CC=CC=C1